CN1CCN(CC1)C(=O)C=1C=NN2C1C=C(C=C2)C2=CNC1=NC=C(C=C12)NC1=CC(=NC=C1)N1CCN(CC1)C (4-methylpiperazin-1-yl)(5-(5-((2-(4-methylpiperazin-1-yl)pyridin-4-yl)amino)-1H-pyrrolo[2,3-b]pyridin-3-yl)pyrazolo[1,5-a]pyridin-3-yl)methanone